(R)-1-(2-hydroxy-3-((4-methyl-2-oxo-3-(4-(trifluoromethoxy)benzyl)-2H-chromen-7-yl)oxy)propyl)piperidine-4-carboxamide O[C@H](CN1CCC(CC1)C(=O)N)COC1=CC=C2C(=C(C(OC2=C1)=O)CC1=CC=C(C=C1)OC(F)(F)F)C